1-styryl-3-methylimidazolium C(=CC1=CC=CC=C1)N1C=[N+](C=C1)C